3-phospho-L-serine, sodium Salt [Na+].P(=O)(O)(O)OC[C@H](N)C(=O)[O-]